1-(1-{5-chloro-2-methoxy-4-methyl-3-[1-(1H-pyrazol-4-ylcarbonyl)azetidin-3-yl]phenyl}ethyl)-3-methyl-1H-pyrazolo[3,4-d]pyrimidin-4-amine ClC=1C(=C(C(=C(C1)C(C)N1N=C(C=2C1=NC=NC2N)C)OC)C2CN(C2)C(=O)C=2C=NNC2)C